3,5-difluoro-6-(4-fluorophenyl)pyridine-4-yl-propan-2-ol FC=1C=NC(=C(C1CC(C)O)F)C1=CC=C(C=C1)F